(2E)-1-[2-(4-chloro-3-fluorophenyl)-3-(pyridin-4-yl)-6,7-dihydropyrazolo[1,5-a]pyrazin-5(4H)-yl]-4-(dimethylamino)but-2-en-1-one ClC1=C(C=C(C=C1)C1=NN2C(CN(CC2)C(\C=C\CN(C)C)=O)=C1C1=CC=NC=C1)F